6-(4-amino-2-methoxyphenyl)-7-ethyl-5-{3-fluoro-4-[(4-methylpyrimidin-2-yl)oxy]phenyl}-5H-pyrrolo[3,2-d]pyrimidin-4-amine NC1=CC(=C(C=C1)C1=C(C=2N=CN=C(C2N1C1=CC(=C(C=C1)OC1=NC=CC(=N1)C)F)N)CC)OC